BrC=1C=C2NC(C(NC2=CC1)=O)=O 6-bromo-1,4-dihydroquinoxaline-2,3-dione